1,1-difluoro-4-iodobutane FC(CCCI)F